octahelicene C1=CC=CC2=CC=C3C=CC4=CC=C5C=CC6=CC=C7C=CC8=CC=CC=C8C7=C6C5=C4C3=C12